5,6,7,8-tetrahydrocinnoline-4-carboxamide N1=NC=C(C=2CCCCC12)C(=O)N